C(C)(C)(C)OC(COCCOCCOCC(=O)OCC)=O 1-Ethyl 2-[2-[2-(2-tert-butoxy-2-oxo-ethoxy)ethoxy]ethoxy]acetate